4-(3-aminopiperidin-1-yl)-2-(4-fluorophenyl)phthalazin-1(2H)-one NC1CN(CCC1)C1=NN(C(C2=CC=CC=C12)=O)C1=CC=C(C=C1)F